copper-gold-silver [Ag].[Au].[Cu]